6-Amino-3-((1R,3R)-4'-chloro-3-(hydroxymethyl)-1',2'-dihydrospiro[cyclopentane-1,3'-pyrrolo[2,3-b]pyridin]-5'-yl)-2-fluoro-N,N-dimethylbenzamide NC1=CC=C(C(=C1C(=O)N(C)C)F)C=1C(=C2C(=NC1)NC[C@]21C[C@@H](CC1)CO)Cl